CC1(OB(OC1(C)C)C1=CC2=C3N(N=C2C=C1)CC1(NC3)CC1)C 9'-(4,4,5,5-tetramethyl-1,3,2-dioxaborolan-2-yl)-1',2'-dihydro-4'H-spiro[cyclopropane-1,3'-pyrazino[1,2-b]indazole]